CN(N=N)C(=O)[O-] 1-methyltriaz-2-ene-1-carboxylate